C(C)(C)(C)OC(=O)NC1(CCCC1)C(=O)O 1-(tert-butoxycarbonylamino)cyclopentanecarboxylic acid